N-{[4-({[4-(2,2-difluoroethyl)morpholin-2-yl]methyl}amino)-3-nitrophenyl]sulfonyl}-2-(1H-pyrrolo[2,3-b]pyridin-5-yloxy)benzamide FC(CN1CC(OCC1)CNC1=C(C=C(C=C1)S(=O)(=O)NC(C1=C(C=CC=C1)OC=1C=C2C(=NC1)NC=C2)=O)[N+](=O)[O-])F